4-(2,5-Dioxo-imidazolidin-1-yl)-piperidine-1-carboxylic acid (4-methoxy-7-phenyl-thiazolo[4,5-c]pyridin-2-yl)-amide COC1=NC=C(C2=C1N=C(S2)NC(=O)N2CCC(CC2)N2C(NCC2=O)=O)C2=CC=CC=C2